C(C)(C)C=1C(=NC=CC1)C1(CC2(C1)OCCO2)C(=O)O 2-(3-isopropylpyridin-2-yl)-5,8-dioxaspiro[3.4]octane-2-carboxylic acid